Isopropyl 4,5,6-trifluoro-pyridine-2-carboxylate FC1=CC(=NC(=C1F)F)C(=O)OC(C)C